COC=1C=C2C(=NC=NC2=CC1OCC1CCN(CC1)C)NC1=CC=C(C=C1)OC1=CC2=CC=CC=C2C=C1 6-methoxy-7-((1-methylpiperidin-4-yl)methoxy)-N-(4-(naphthalen-2-yloxy)phenyl)quinazolin-4-amine